ClC1=CC=CC2=C1NC(=N2)C(=O)N2[C@H](C1=C(N=CN=C1)CC2)C (S)-(7-chloro-1H-benzo[d]imidazol-2-yl)(5-methyl-7,8-dihydropyrido[4,3-d]pyrimidin-6(5H)-yl)methanone